benzyl 4-(4-(benzylamino)-6-fluoro-1-(4-fluorophenyl)-2-(1-methoxy-2-methylpropan-2-yl)-1H-indol-3-yl)benzoate C(C1=CC=CC=C1)NC1=C2C(=C(N(C2=CC(=C1)F)C1=CC=C(C=C1)F)C(COC)(C)C)C1=CC=C(C(=O)OCC2=CC=CC=C2)C=C1